C(C1=CC=CC=C1)=NO Benzoaldoxime